2-(1,2,3,5,6,7-hexahydro-s-indacen-4-yl)-N-[(1-methylpyrazol-4-yl)-(3-piperidyl)sulfamoyl]acetamide C1CCC2=C(C=3CCCC3C=C12)CC(=O)NS(N(C1CNCCC1)C=1C=NN(C1)C)(=O)=O